(S)-6-bromo-2-(2,5-dimethyl-1-(3-morpholinophenyl)-1H-pyrrol-3-yl)-N-(1-(ethylsulfonyl)pyrrolidin-3-yl)-3H-imidazo[4,5-b]pyridin-7-amine BrC=1C(=C2C(=NC1)NC(=N2)C2=C(N(C(=C2)C)C2=CC(=CC=C2)N2CCOCC2)C)N[C@@H]2CN(CC2)S(=O)(=O)CC